(E)-3-(3-chloro-5-hydroxy-4-methoxyphenyl)-2-(3,4,5-trimethoxyphenyl)acrylic acid ClC=1C=C(C=C(C1OC)O)/C=C(/C(=O)O)\C1=CC(=C(C(=C1)OC)OC)OC